3-(3H-[1,2,3]triazolo[4,5-b]pyridin-5-yl)-N-(3-fluoro-4-(((3-methoxybenzyl)oxy)methyl)phenyl)benzamide N1=NNC2=NC(=CC=C21)C=2C=C(C(=O)NC1=CC(=C(C=C1)COCC1=CC(=CC=C1)OC)F)C=CC2